N-(benzo[d]thiazol-5-ylmethyl)-1-(pyridin-4-yl)ethan-1-amine S1C=NC2=C1C=CC(=C2)CNC(C)C2=CC=NC=C2